(2S,3S,4R,5S)-3,4,5-triacetoxytetrahydrofuran-2-carboxylic acid C(C)(=O)O[C@@H]1[C@H](O[C@H]([C@@H]1OC(C)=O)OC(C)=O)C(=O)O